2-(2,6-dimethyl-4-((4-(4-(trifluoromethyl)phenyl)piperazin-1-yl)methyl)phenoxy)-2-methylpropanoic acid ethyl ester C(C)OC(C(C)(C)OC1=C(C=C(C=C1C)CN1CCN(CC1)C1=CC=C(C=C1)C(F)(F)F)C)=O